C(C)NC(=O)NCC(CC1CC2CCC(C1)N2C)(C2=CC=CC=C2)C2=CC=CC=C2 1-ethyl-3-[3-((endo)-8-methyl-8-azabicyclo[3.2.1]oct-3-yl)-2,2-diphenyl-propyl]-urea